5-((4-(3-((2-((1S)-1-((tetrahydro-2H-pyran-2-yl)oxy)ethyl)-1H-imidazol-1-yl)methyl)isoxazol-5-yl)phenyl)ethynyl)picolinic acid methyl ester COC(C1=NC=C(C=C1)C#CC1=CC=C(C=C1)C1=CC(=NO1)CN1C(=NC=C1)[C@H](C)OC1OCCCC1)=O